BrC=1C=C2C(=CNC2=CC1)/C(/C#N)=C/C1=C(C=CC=C1)OC (Z)-2-(5-bromo-1H-indol-3-yl)-3-(2-methoxyphenyl)acrylonitrile